CN(CCN(C1=C(C=C(C(=C1)OC)NC1=NC=CC(=N1)N1C=CC2=NC(=CC=C21)OC)[N+](=O)[O-])C)C N1-(2-(Dimethylamino)ethyl)-5-methoxy-N4-(4-(5-methoxy-1H-pyrrolo[3,2-b]pyridin-1-yl)pyrimidin-2-yl)-N1-methyl-2-nitrobenzene-1,4-diamine